2,6,10-trichlorotris-[1,2,4]triazolo[1,5-a:1',5'-c:1'',5''-e][1,3,5]triazine ClC1=NN2C(N3C(N4C2=NC(=N4)Cl)=NC(=N3)Cl)=N1